1-(5-(4-((4-(4-(2-butyl-1-oxo-1,2-dihydro-2,7-naphthyridin-4-yl)-2-methoxyphenoxy)piperidin-1-yl)methyl)piperidine-1-carbonyl)-2-chlorophenyl)dihydropyrimidine-2,4(1H,3H)-dione C(CCC)N1C(C2=CN=CC=C2C(=C1)C1=CC(=C(OC2CCN(CC2)CC2CCN(CC2)C(=O)C=2C=CC(=C(C2)N2C(NC(CC2)=O)=O)Cl)C=C1)OC)=O